C12([C@@H](CC3=CC=CC=C13)C[C@H](CO)C)CCC1(CC2)OCCO1 (2R)-3-[(2''R)-2'',3''-dihydrodispiro[[1,3]dioxolane-2,1'-cyclohexane-4',1''-inden]-2''-yl]-2-methylpropan-1-ol